3-hydroxy-2-(4-(3-(piperidin-1-yl)propoxy)phenyl)-4H-chromen-4-one OC1=C(OC2=CC=CC=C2C1=O)C1=CC=C(C=C1)OCCCN1CCCCC1